S1C(=NC2=C1C=CC=C2)NC2=C(C=C(N=N2)N(C=2SC(=C(N2)C(=O)O)CCCOC2=C(C=C(C=C2)C#CCNCC[C@@H](CO)O)F)C)C 2-[[6-(1,3-benzothiazol-2-ylamino)-5-methyl-pyridazin-3-yl]-methyl-amino]-5-[3-[4-[3-[[(3S)-3,4-dihydroxybutyl]amino]prop-1-ynyl]-2-fluoro-phenoxy]propyl]thiazole-4-carboxylic acid